(17β)-17-ethynyl-17-hydroxy-2-{4-[1-(quinolin-2-ylcarbonyl)-L-prolyl]piperazin-1-yl}estra-1,3,5(10)-trien-3-yl acetate C(C)(=O)OC1=CC=2CC[C@H]3[C@@H]4CC[C@]([C@@]4(C)CC[C@@H]3C2C=C1N1CCN(CC1)C([C@H]1N(CCC1)C(=O)C1=NC2=CC=CC=C2C=C1)=O)(O)C#C